8-chloro-2-[4-chloro-2-(methoxymethoxy)-5-methyl-phenyl]chromen-4-one Tungsten-nickel [Ni].[W].ClC=1C=CC=C2C(C=C(OC12)C1=C(C=C(C(=C1)C)Cl)OCOC)=O